NC1=CC=NN1C1=NN=C(S1)NC(=O)C1=CC(=C(C(O1)=O)OCCOC)C1=C(C=CC=C1C#N)C#N N-(5-(5-amino-1H-pyrazol-1-yl)-1,3,4-thiadiazol-2-yl)-4-(2,6-dicyanophenyl)-3-(2-methoxyethoxy)-2-oxo-2H-pyran-6-carboxamide